5-fluoro-isoindole-1,3-dione FC=1C=C2C(NC(C2=CC1)=O)=O